[2-(CYCLOHEXYLMETHOXY)-5-FLUOROPHENYL]BORANEDIOL C1(CCCCC1)COC1=C(C=C(C=C1)F)B(O)O